(R)-N'-((2-cyclopropyl-3-methyl-6,7-dihydro-5H-cyclopenta[b]pyridin-4-yl)carbamoyl)-6,7-dihydro-5H-pyrazolo[5,1-b][1,3]oxazine-3-sulfonimidamide C1(CC1)C1=C(C(=C2C(=N1)CCC2)NC(=O)N=[S@](=O)(N)C=2C=NN1C2OCCC1)C